trans-propenyl propyl disulfide C(CC)SS\C=C\C